ClC1=CC(=NC=C1)C#C\C=C/1\C(CN(CC1)C(=O)OCC)(F)F ethyl (4E)-4-[3-(4-chloropyridin-2-yl)prop-2-yn-1-ylidene]-3,3-difluoropiperidine-1-carboxylate